1-(4-(2-(3,4-dimethoxyphenyl)-3-isopropyl-1H-indol-5-yl)piperidin-1-yl)-2-(4-(dimethylamino)piperidin-1-yl)ethan-1-one COC=1C=C(C=CC1OC)C=1NC2=CC=C(C=C2C1C(C)C)C1CCN(CC1)C(CN1CCC(CC1)N(C)C)=O